3,5-di-t-butyl-4-hydroxycinnamic acid C(C)(C)(C)C=1C=C(C=CC(=O)O)C=C(C1O)C(C)(C)C